N-(3-(2-((6-morpholinylpyridin-3-yl)amino)pyrido[3,4-d]pyrimidin-8-yl)phenyl)propynamide N1(CCOCC1)C1=CC=C(C=N1)NC=1N=CC2=C(N1)C(=NC=C2)C=2C=C(C=CC2)NC(C#C)=O